(6aR,7R,10aS)-4-([1,1'-biphenyl]-3-yl)-7,10a-dimethyl-8-oxo-2-(quinolin-4-yl)-5,6,6a,7,8,10a-hexahydrobenzo[h]quinazoline-9-carbonitrile C1(=CC(=CC=C1)C1=NC(=NC=2[C@]3([C@H](CCC12)[C@H](C(C(=C3)C#N)=O)C)C)C3=CC=NC1=CC=CC=C31)C3=CC=CC=C3